3-((3,4-dimethoxyphenyl)sulfonyl)-N,N-dipropyl-6-(trifluoromethoxy)quinolin-4-amine COC=1C=C(C=CC1OC)S(=O)(=O)C=1C=NC2=CC=C(C=C2C1N(CCC)CCC)OC(F)(F)F